4-[[(3,4-dimethylpyrimido[4',5':4,5]thieno[2,3-c]pyridazin-8-yl)amino]methyl]-N-(3-hydroxy-1,2,2-trimethyl-propyl)benzamide CC1=C(C2=C(N=N1)SC1=C2N=CN=C1NCC1=CC=C(C(=O)NC(C(CO)(C)C)C)C=C1)C